BrC=1C(=CSC1Br)F 4,5-Dibromo-3-fluorothiophen